2,7-Diphenylfluorenone C1(=CC=CC=C1)C=1C(C2=CC3=CC(=CC=C3C2=CC1)C1=CC=CC=C1)=O